2-amino-3-cyano-4-(4-cyanophenyl)-7-(dimethylamino)-4H-benzopyran NC=1OC2=C(C(C1C#N)C1=CC=C(C=C1)C#N)C=CC(=C2)N(C)C